4-(2-pyrazinyl)-3-morpholinone N1=C(C=NC=C1)N1C(COCC1)=O